8-(5-methoxypyrimidin-2-yl)pyrido[2,3-d]pyrimidin COC=1C=NC(=NC1)N1CC=CC2=C1N=CN=C2